C(C)OC(=O)C=1N(C=C2C1CCCCC2=O)C 2-Methyl-4-oxo-2,4,5,6,7,8-hexahydrocyclohepta[c]pyrrole-1-carboxylic acid ethyl ester